ClC1=NC=C(C(=C1)C1=C(C=NC(=C1)C)C(=O)NC1=NN=C(S1)C(=O)OCC)OC ethyl 5-(2'-chloro-5'-methoxy-6-methyl-(4,4'-bipyridine)-3-carboxamido)-1,3,4-thiadiazole-2-carboxylate